NC1=C(C(=NC=N1)OC1=C(C=C(C=C1)C=1N(C(=C(N1)C(=O)N)C(F)(F)F)C1=CC=CC=C1)F)Cl [4-(6-amino-5-chloro-pyrimidin-4-yl)oxy-3-fluorophenyl]-1-phenyl-5-(trifluoromethyl)imidazole-4-carboxamide